(1R,2S,5S)-6,6-dimethyl-3-[(2S)-3-methyl-2-[(2,2,2-trifluoroacetyl)amino]butanoyl]-3-azabicyclo[3.1.0]hexane-2-carboxylic acid CC1([C@H]2CN([C@@H]([C@@H]12)C(=O)O)C([C@H](C(C)C)NC(C(F)(F)F)=O)=O)C